C(N)(=O)C=1C=C(C(=C(OCCCN2CCN(CC2)C(=O)OC(C)(C)C)C1)Cl)[N+](=O)[O-] tert-butyl 4-[3-(5-carbamoyl-2-chloro-3-nitro-phenoxy)propyl]piperazine-1-carboxylate